(4-((but-3-yn-2-yloxy)methyl)piperidin-1-yl)(2-((2,3-dihydro-1H-inden-2-yl)amino)pyrimidin-5-yl)methanone CC(C#C)OCC1CCN(CC1)C(=O)C=1C=NC(=NC1)NC1CC2=CC=CC=C2C1